ClC=1C(=C(C(=O)O)C=CC1)CC(=O)OCC chloro-2-(2-ethoxy-2-oxo-ethyl)benzoic acid